(R)-8-(5-(1H-Pyrazolo[3,4-b]pyridin-4-yl)pyridin-2-yl)-9-oxooctahydro-2H-pyrazino[1,2-a]pyrazin N1N=CC=2C1=NC=CC2C=2C=CC(=NC2)N2C([C@@H]1N(CCNC1)CC2)=O